COC(C1=C(C=C(C(=C1)F)[N+](=O)[O-])F)=O 2,5-difluoro-4-nitro-benzoic acid methyl ester